[N+](=O)([O-])C1=C(C=CC=C1)C(\C=C\S(=O)(=O)C1=CC=CC=C1)=O (E)-1-(2-nitrophenyl)-3-(phenylsulfonyl)prop-2-en-1-one